tert-butyl 4-{3-chloro-5-methylpyrrolo[3,2-c]pyridazin-6-yl}-4-hydroxypiperidine-1-carboxylate ClC1=CC2=C(N=N1)C=C(N2C)C2(CCN(CC2)C(=O)OC(C)(C)C)O